1-((4-chlorophenyl)(1-benzyl-1H-tetrazol-5-yl)methyl)-4-methylpiperazine ClC1=CC=C(C=C1)C(N1CCN(CC1)C)C1=NN=NN1CC1=CC=CC=C1